C(=O)C=1C(=C(C(=O)O)C=C(C1)OC)O 3-formyl-2-hydroxy-5-methoxybenzoic acid